5-(1-(1-(6-((R)-3-((cyclobutylmethyl)amino)piperidin-1-yl)pyridazin-3-yl)ethyl)-1H-imidazol-4-yl)-N,N-dimethylpyridin-3-amine C1(CCC1)CN[C@H]1CN(CCC1)C1=CC=C(N=N1)C(C)N1C=NC(=C1)C=1C=C(C=NC1)N(C)C